C1C2C(C3C1C(=O)OC3=O)C(=O)OC2=O 1,2,3,4-Cyclopentanetetracarboxylic dianhydride